ON=C(C(=O)N)CC1=CC=CC=C1 2-(hydroxyimino)-3-phenylpropionamide